CC1C(COC1)N(C([O-])=O)C=1N=CC2=C(C(=C(C=C2C1)C1=C(C2=C(OCCN2)N=C1)C)C#N)N 4-Methyltetrahydrofuran-3-yl(8-amino-7-cyano-6-(8-methyl-2,3-dihydro-1H-pyrido[2,3-b][1,4]oxazin-7-yl)isoquinolin-3-yl)carbamate